(S)-2-amino-3-(naphthalen-2-yl)propionic acid N[C@H](C(=O)O)CC1=CC2=CC=CC=C2C=C1